C(C)OC1=C(C=C(C(=C1)CC)OC)[C@H]1CNCCC1 (S)-3-(2-ethoxy-4-ethyl-5-methoxyphenyl)piperidine